2-(2-bromopyridin-4-yl)-N-[(R)-phenyl((3R)-1H,2H,3H,4H-pyrido[2,3-b]pyrazin-3-yl)methyl]acetamide BrC1=NC=CC(=C1)CC(=O)N[C@@H]([C@H]1CNC2=C(N1)N=CC=C2)C2=CC=CC=C2